ClC1=CC=C(C=C1)/C=C/C(=O)C1=CC=C(OCC(=O)N[C@@H]2[C@@H]([C@@H]3CC[C@H]([C@@H]4CC[C@]5(OO[C@]43[C@H](O2)O5)C)C)C)C=C1 2-[4-[(E)-3-(4-Chlorophenyl)prop-2-enoyl]phenoxy]-N-[(1R,4S,5R,8S,9R,10S,12R,13R)-1,5,9-trimethyl-11,14,15,16-tetraoxatetracyclo[10.3.1.04,13.08,13]hexadecan-10-yl]acetamide